2-((2R,3S,4S)-5-Chloro-6-fluoro-2-(6-hydroxypyridin-2-yl)-3-methyl-2-((methylamino)methyl)-2,3-dihydrobenzofuran-4-yl)-3-fluoro-4-methoxybenzamide ClC=1C(=CC2=C([C@@H]([C@@](O2)(CNC)C2=NC(=CC=C2)O)C)C1C1=C(C(=O)N)C=CC(=C1F)OC)F